FC1=C(C=CC(=C1)C(F)(F)F)CN1CCC2(CN(C2)C(=O)N2CC(CC2)C2=NN=CN2)CC1 [7-[[2-fluoro-4-(trifluoromethyl)phenyl]methyl]-2,7-diazaspiro[3.5]nonan-2-yl]-[3-(4H-1,2,4-triazol-3-yl)pyrrolidin-1-yl]methanone